CC1CCC(CC1)CCCCCCCCC 1-METHYL-4-NONYL-CYCLOHEXANE